FC(F)(F)S(=O)(=O)O.C(C)N1CN(C=C1)C 1-ethyl-3-methylimidazole trifluoromethylsulfonate salt